3-(6-hydroxyhexyloxy)propylamine OCCCCCCOCCCN